(S)-N-methyl-3-(6-methyl-4-(trifluoromethyl)pyridin-2-yl)-N-(3-methylfuro[3,2-b]pyridin-5-yl)-2-oxoimidazolidine-4-carboxamide CN(C(=O)[C@H]1N(C(NC1)=O)C1=NC(=CC(=C1)C(F)(F)F)C)C1=CC=C2C(=N1)C(=CO2)C